pentamethylcyclopentadienyl-(1-(2-phenylpropyl)-1,5,6,7-tetrahydro-s-indacenyl)hafnium CC1=C(C(=C(C1([Hf]C1(C=CC2=CC=3CCCC3C=C12)CC(C)C1=CC=CC=C1)C)C)C)C